bromo-N,N-dimethylacetamide BrCC(=O)N(C)C